1-[(2,4-difluorophenyl)methyl]-3-{[4-fluoro-2-(trifluoromethoxy)phenyl]methyl}-1-(1-methylpiperidin-4-yl)urea FC1=C(C=CC(=C1)F)CN(C(=O)NCC1=C(C=C(C=C1)F)OC(F)(F)F)C1CCN(CC1)C